ClC1=CC2=C(C(=N1)NC1CCCC1)N=NN2[C@H]2[C@@H]([C@@H]([C@H](O2)COCP(O)(O)=O)O)O ((((2R,3S,4R,5R)-5-(6-chloro-4-(cyclopentylamino)-1H-[1,2,3]-triazolo[4,5-c]pyridin-1-yl)-3,4-dihydroxytetrahydrofuran-2-yl)methoxy)methyl)phosphonic acid